C(C)(C)(C)N\C=C/1\C(OC2=C(C1=O)C=CC=C2)CC2=CN=C(O2)CCCCCCC (Z)-3-((tert-butylamino)methylene)-2-((2-heptyl-oxazol-5-yl)methyl)benzopyran-4-one